NC[C@H](CC1=CC(=CC=C1)F)NC(=O)C1=CC2=CC=C3C=NC(=NC3=C2S1)NC (S)-N-(1-amino-3-(3-fluorophenyl)propan-2-yl)-2-(methylamino)thieno[3,2-h]quinazoline-8-carboxamide